C(C)(C)(C)OC(=O)N[C@H](C(=O)O)CC1=CC=C(C=C1)O[C@@H]1O[C@@H]([C@H]([C@@H]([C@H]1O)O)O)CO (S)-2-(tert-butoxycarbonylamino)-3-(4-((2S,3R,4S,5S,6R)-3,4,5-trihydroxy-6-(hydroxymethyl)tetrahydro-2H-pyran-2-yloxy)phenyl)propanoic acid